3,6-dimethyl-4-(1-methyl-2-oxo-5-phenyl-1,2-dihydropyridin-4-yl)-2-(1-(trifluoromethyl)-1H-pyrazol-4-yl)-1,6-dihydro-7H-pyrrolo[2,3-c]pyridin-7-one CC1=C(NC=2C(N(C=C(C21)C2=CC(N(C=C2C2=CC=CC=C2)C)=O)C)=O)C=2C=NN(C2)C(F)(F)F